N-((2-(4-methoxybenzyl)thiazol-5-yl)methyl)-11-oxo-10,11-dihydrodibenzo[b,f][1,4]oxazepine-8-carboxamide COC1=CC=C(CC=2SC(=CN2)CNC(=O)C2=CC3=C(OC4=C(C(N3)=O)C=CC=C4)C=C2)C=C1